N-cyclopropyl-2-fluoro-5-(6-((1-hydroxy-2-methylpropan-2-yl)amino)-5-(1-(methyl-d3)-1H-pyrazol-4-yl)pyridin-3-yl)-4-methylbenzamide C1(CC1)NC(C1=C(C=C(C(=C1)C=1C=NC(=C(C1)C=1C=NN(C1)C([2H])([2H])[2H])NC(CO)(C)C)C)F)=O